FC1=CC(=C(C=N1)B(O)O)C(C(C)C)([2H])[2H] (6-fluoro-4-(2-methylpropyl-1,1-d2)pyridin-3-yl)boronic acid